2-(2,3-difluoro-4-methylbenzene-1-carbonyl)-9,9-dimethyl-8-oxo-2-azaspiro[4.5]dec-6-ene-7-carbonitrile FC1=C(C=CC(=C1F)C)C(=O)N1CC2(CC1)C=C(C(C(C2)(C)C)=O)C#N